1-(4-methanesulfonylphenyl)methanamine CS(=O)(=O)C1=CC=C(C=C1)CN